ClC1=CC=C(C=C1)CC1=NSC(=N1)OC1=CC(=C(C=C1C)N=CN(C)CC)C N'-[4-[[3-[(4-chlorophenyl)methyl]-1,2,4-thiadiazol-5-yl]-oxy]-2,5-dimeth-yl-phenyl]-N-ethyl-N-methyl-formamidine